5-(2-tert-butoxyphenyl)thio-3-(1-ethyl-1,2,3,6-tetrahydropyridin-4-yl)-1H-indole propionate C(CC)(=O)O.C(C)(C)(C)OC1=C(C=CC=C1)SC=1C=C2C(=CNC2=CC1)C=1CCN(CC1)CC